N-dodecyl-1,3-diaminopropane adipate C(CCCCC(=O)O)(=O)O.C(CCCCCCCCCCC)NCCCN